FC1=C(C(=C(C=C1OC)OC)F)C1=CC2=C(N=C(N=C2)N[C@@H]2COCC[C@@H]2NC(C=C)=O)C(=N1)N1CC(C1)(C)O N-((3S,4S)-3-((6-(2,6-difluoro-3,5-dimethoxyphenyl)-8-(3-hydroxy-3-methylazetidin-1-yl)pyrido[3,4-d]pyrimidin-2-yl)amino)tetrahydro-2H-pyran-4-yl)acrylamide